ClC1=CC(=C2C=C(NC2=C1)C(=O)N[C@H](C(=O)N[C@@H](C[C@H]1C(NCCC1)=O)C#N)CC(C)(C)C)OC 6-chloro-N-[(2S)-1-({(1S)-1-cyano-2-[(3S)-2-oxopiperidin-3-yl]ethyl}amino)-4,4-dimethyl-1-oxopentan-2-yl]-4-methoxy-1H-indole-2-carboxamide